2-((R)-1-(4-bromophenyl) ethyl)-2-methylsuccinate BrC1=CC=C(C=C1)[C@@H](C)C(C(=O)[O-])(CC(=O)[O-])C